1-(4-(1-isopropyl-1H-pyrazol-3-yl)-2-phenyl-5,8-dihydropyrido[3,4-d]pyrimidin-7(6H)-yl)prop-2-en-1-one C(C)(C)N1N=C(C=C1)C=1C2=C(N=C(N1)C1=CC=CC=C1)CN(CC2)C(C=C)=O